3-phenylcarbamoyloxyphenyl carbamate C(N)(OC1=CC(=CC=C1)OC(NC1=CC=CC=C1)=O)=O